BrC1=C(OCCNC(=O)C=2C=CC(=C(C(=O)[O-])C2)OC)C=CC=C1 5-[2-(2-bromophenoxy)ethylcarbamoyl]-2-methoxybenzoate